BrC=1C=C(OC1)C(=C)C1=CC=CC=C1 4-bromo-2-(1-phenylvinyl)furan